1-(1,2-benzoxazol-3-yl)-2-methylpropane-1-sulfonamide O1N=C(C2=C1C=CC=C2)C(C(C)C)S(=O)(=O)N